C(CCCCCCCCCCCCCCCCC)C(C1=CC(=C(C(=C1)C(C)(C)C)O)C(C)(C)C)(P(O)(O)=O)CCCCCCCCCCCCCCCCCC di(octadecyl)3,5-di-tert-butyl-4-hydroxybenzyl-phosphonic acid